C(C)(C)NC1=NC=CC(=C1)CN1C(N(C(C1(C)C)=O)C1=CC=C(C=C1)C(C#N)(C)C)=O 2-(4-(3-((2-(isopropylamino)pyridin-4-yl)methyl)-4,4-dimethyl-2,5-dioxoimidazolidin-1-yl)phenyl)-2-methylpropanenitrile